C(C=C)(=O)OC1=C(C=C(C=C1CC1=C(C(=CC(=C1)C)C(C)(C)C)O)C)C(C)(C)C 2-(1,1-Dimethylethyl)-6-[[3-(1,1-dimethylethyl)-2-hydroxy-5-methylphenyl] methyl]-4-methylphenyl acrylate